5-((4R)-8-(6-bromopyridin-3-yl)-4-methyloctahydro-2H-pyrido[1,2-a]pyrazin-2-yl)quinoline-8-carbonitrile BrC1=CC=C(C=N1)C1CC2N([C@@H](CN(C2)C2=C3C=CC=NC3=C(C=C2)C#N)C)CC1